C(C=C)(=O)N1C[C@@H](N(CC1)C1=NC(N2C3=C(C(=C(C=C13)C(F)(F)F)C1=C(C=C(C=C1)F)F)S(C[C@@H]2COC)(=O)=O)=O)C (3S)-7-((S)-4-acryloyl-2-methylpiperazin-1-yl)-10-(2,4-difluorophenyl)-3-(methoxymethyl)-9-(trifluoromethyl)-2H-[1,4]thiazino[2,3,4-ij]quinazolin-5(3H)-one 1,1-dioxide